CC1(OB(OC1(C)C)C=1C=CC=2N(C3=CC=C(C=C3C2C1)B1OC(C(O1)(C)C)(C)C)C1=NC=C(C#N)C=C1)C 6-(3,6-bis(4,4,5,5-tetramethyl-1,3,2-dioxaborolan-2-yl)-9H-carbazol-9-yl)nicotinonitrile